5-(tert-butoxycarbonylamino)-2-methyl-benzoic acid C(C)(C)(C)OC(=O)NC=1C=CC(=C(C(=O)O)C1)C